C(CCCCCCCCCCC)(=O)O.C(CCCCCCCCCCC)(=O)O.OCC(O)CO.OCC(O)CO.OCC(O)CO triglycerol dilaurate